NC1=C(C=C(C2=CC=CC=C12)S(=O)(=O)O)O 4-amino-3-hydroxyl-naphthalenesulfonic acid